2-((1-(2-fluoro-5-((4-oxo-3,4-dihydrophthalazin-1-yl)methyl)benzoyl)azetidin-3-yl)amino)-3-methylbutanenitrile FC1=C(C(=O)N2CC(C2)NC(C#N)C(C)C)C=C(C=C1)CC1=NNC(C2=CC=CC=C12)=O